C(C)(C)(C)OC(=O)NCCCCC(=O)NC1=CC=C(C=C1)C=1N=C(SC1)NC1=CC(=C(C(=O)OCC)C=C1)O Ethyl 4-((4-(4-(5-((tert-butoxycarbonyl)amino)pentanamido)phenyl)thiazol-2-yl)-amino)-2-hydroxybenzoate